4-(4-(3-methoxyphenyl)piperazine-1-carbonyl)-2-methylpyrido[3,4-d]pyridazin-1(2H)-one COC=1C=C(C=CC1)N1CCN(CC1)C(=O)C1=NN(C(C2=C1C=NC=C2)=O)C